BrC1=C(C=C(OC2CCOCC2)C=C1C)C 4-(4-bromo-3,5-dimethyl-phenoxy)-tetrahydropyran